3-(2-aminoethyl)-9b-amino-4b-hydroxy-7-isopropyl-4bH-indeno[1,2-b]benzofuran-10(9bH)-one NCCC1=CC=C2C(C3(C(OC4=C3C=CC(=C4)C(C)C)(C2=C1)O)N)=O